C(CCC(=O)[O-])(=O)O[Se]C1=CC=CC=C1 phenylselenyl succinate